N,N-diethyl-7-methyl-6,6a,8,9-tetrahydro-4H-indolo[4,3-fg]quinoline-9-carboxamide C(C)N(C(=O)C1CN(C2CC=3C4=C(C2=C1)C=CC=C4NC3)C)CC